N-FORMYL-L-ALANINE C(=O)N[C@@H](C)C(=O)O